C(C)(C)(C)OC(=O)N1CCC2(CN(C2)C2=NC(=NC=C2)C2=C(SC=C2)C(N(C(C)C)CC)=O)CC1 t-butyl-2-((2-(ethyl (isopropyl) carbamoyl) thiophen-3-yl) pyrimidin-4-yl)-2,7-diazaspiro[3.5]Nonane-7-carboxylate